FC=1C=C(C=C(C1)F)NC(C1=CN=CC=C1)=O N-(3,5-difluorophenyl)nicotinamide